C(#N)C1=C(OCC2(CC(CC2)CC)NC(OC(C)(C)C)=O)C=C(C=C1OC)C1=CN=C2N1C(=CC=C2)OC tert-butyl (1-((2-cyano-3-methoxy-5-(5-methoxyimidazo[1,2-a]pyridin-3-yl)phenoxy)methyl)-3-ethylcyclopentyl)carbamate